Natrium Guanidinoacetat N(C(=N)N)CC(=O)[O-].[Na+]